C(CCCCCCCCCCCCCCCCC)(=O)NCCS(=O)(=O)O N-octadecanoyltaurine